COCC1=CC=2C(=NC=CC2C=C)N1 2-(methoxymethyl)-4-vinyl-1H-pyrrolo[2,3-b]Pyridine